(2S,3S,4S,5S)-2-((S)-1-fluoro-2-(stearoyloxy) ethyl)-6-hydroxytetrahydro-2H-pyran-3,4,5-triyl triacetate C(C)(=O)O[C@@H]1[C@H](OC([C@H]([C@H]1OC(C)=O)OC(C)=O)O)[C@H](COC(CCCCCCCCCCCCCCCCC)=O)F